C(C)(C)OC1OC(=C2C1=C1C(O2)=CCC=C1)O isopropoxy-6H-benzofuro[3,2-c]furan-3-ol